C(C)(C)(C)OC(=O)N[C@@H]1C=C2N(C(CCNC2=O)CCOC2=CC=CC=C2)C1 (8R,9aS)-8-((tert-butoxycarbonyl)amino)-1-oxo-5-(2-phenoxyethyl)hexahydro-1H-pyrrolo[1,2-a][1,4]diazepin